4-[4-(2-Methoxyethoxy)phenyl]-1-[(4-methoxyphenyl)methyl]-2-methyl-1,4-dihydropyridine-3-carboxylic acid ethyl ester C(C)OC(=O)C1=C(N(C=CC1C1=CC=C(C=C1)OCCOC)CC1=CC=C(C=C1)OC)C